(3ar,6r,7ar)-1-(7,8-dihydrofuro[3,2-e][1,3]benzothiazol-2-yl)-2-oxooctahydropyrano[3,4-d]imidazole-6-carbonitrile N1=C(SC2=C1C1=C(C=C2)OCC1)N1C(N[C@@H]2[C@H]1C[C@@H](OC2)C#N)=O